(S)-2-((4-((2-(((5-Cyano-3-fluoropyridin-2-yl)oxy)methyl)pyrimidin-4-yl)oxy)piperidin-1-yl)methyl)-1-(oxetan-2-ylmethyl)-1H-benzo[d]imidazole-6-carboxylic acid C(#N)C=1C=C(C(=NC1)OCC1=NC=CC(=N1)OC1CCN(CC1)CC1=NC2=C(N1C[C@H]1OCC1)C=C(C=C2)C(=O)O)F